(R)-N-(1-cyclopropylethyl)-7-morpholino-5-(3-(m-tolyl)-1H-pyrazol-1-yl)pyrazolo[1,5-a]pyrimidine-2-carboxamide C1(CC1)[C@@H](C)NC(=O)C1=NN2C(N=C(C=C2N2CCOCC2)N2N=C(C=C2)C=2C=C(C=CC2)C)=C1